(6aR,8R)-5-(4-(trifluoromethyl)phenyl)-5,6,6a,7,8,9-hexahydropyrido[3,2-e]pyrrolo[1,2-a]pyrazin-8-ol FC(C1=CC=C(C=C1)N1C[C@@H]2N(C3=C1C=CC=N3)C[C@@H](C2)O)(F)F